3-{[1-(2,2-Difluoroethyl)piperidin-4-yl]oxy}-5-(5-methyl-1,3-thiazol-2-yl)benzoic acid methyl ester COC(C1=CC(=CC(=C1)C=1SC(=CN1)C)OC1CCN(CC1)CC(F)F)=O